O=C1NC(CCC1N1C(C2=CC(=CC=C2CC1=O)[N+](=O)[O-])=O)=O 2-(2,6-dioxopiperidin-3-yl)-7-nitroisoquinoline-1,3(2H,4H)-dione